NC1=NC(N(C=C1)[C@H]1O[C@]([C@@H](C1)O)(CO)C#C)=O 4-amino-1-((2S,4R,5S)-5-ethynyl-4-hydroxy-5-(hydroxymethyl)tetrahydrofuran-2-yl)pyrimidin-2(1H)-one